C(#N)C=1C=CC(=NC1)NC1=CC(=C(C=N1)C(=O)NC([2H])([2H])[2H])NC1=NC=CC=C1S(=O)(=O)C 6-[(5-cyanopyridin-2-yl)amino]-4-[(3-methanesulfonylpyridin-2-yl)amino]-N-(2H3)methylpyridin-3-carboxamide